2-bromo-3-methylthiazol-3-ium triflate [O-]S(=O)(=O)C(F)(F)F.BrC=1SC=C[N+]1C